Benzyl 8-(2-oxo-3H-1,3-benzoxazol-6-yl)-2-oxa-5-azaspiro[3.5]non-7-ene-5-carboxylate O=C1OC2=C(N1)C=CC(=C2)C2=CCN(C1(COC1)C2)C(=O)OCC2=CC=CC=C2